4-[3-[2,6-dichloro-4-[(3,3-dichloro-2-propene-1-yl)oxy]phenoxy]propoxy]-2-methoxy-6-(trifluoromethyl)-pyrimidine ClC1=C(OCCCOC2=NC(=NC(=C2)C(F)(F)F)OC)C(=CC(=C1)OCC=C(Cl)Cl)Cl